(2R,3S,4R,5R)-5-([(tert-butyldimethylsilyl)oxy]methyl-3-fluoro-4-hydroxyoxolan-2-yl)-5-fluoro-3H-pyrimidine-2,4-dione [Si](C)(C)(C(C)(C)C)OC[C@]1(OC[C@H]([C@@H]1F)O)[C@]1(C(NC(N=C1)=O)=O)F